6-[[(1S,2R)-2-fluorocyclopropanecarbonyl]amino]-N-(methyl-d3)pyridine-3-carboxamide F[C@H]1[C@@H](C1)C(=O)NC1=CC=C(C=N1)C(=O)NC([2H])([2H])[2H]